(S)-1-(2-hydroxybutyl)-3-(2-methyl-3-phenylquinolin-6-yl)urea O[C@H](CNC(=O)NC=1C=C2C=C(C(=NC2=CC1)C)C1=CC=CC=C1)CC